5-methoxy-1H-benzo[d][1,2,3]triazol COC1=CC2=C(NN=N2)C=C1